2-Methyl-benzothiazol CC=1SC2=C(N1)C=CC=C2